N-[(3R,6S)-6-[5-(4-chloro-3-fluoro-phenyl)-1,3,4-oxadiazol-2-yl]Tetrahydropyran-3-yl]-2-[3-cis-(trifluoromethoxy)cyclobutoxy]Acetamide ClC1=C(C=C(C=C1)C1=NN=C(O1)[C@@H]1CC[C@H](CO1)NC(COC1(CCC1)OC(F)(F)F)=O)F